C(CCC\C=C/C\C=C/C\C=C/C\C=C/CCCCC)(=O)OCCN O-arachidonoyl-ethanolamine